4-(((t-butyldimethylsilyl)oxy)methyl)-2-methanesulfonyl-pyrimidine [Si](C)(C)(C(C)(C)C)OCC1=NC(=NC=C1)S(=O)(=O)C